C[SiH2]N[SiH3] methyl-disilazane